Cl.C(C)[C@](C(=O)O)(C)N Ethyl-(2S)-2-aminopropanoic acid hydrochloride